6-[8-[[4,8-difluoro-2-(morpholinomethyl)-3,5,6,7-tetrahydrocyclopenta[f]benzimidazol-6-yl]methyl]-2-oxo-1-oxa-3,8-diazaspiro[4.5]decan-3-yl]-4H-pyrazino[2,3-b][1,4]oxazin-3-one FC1=C2C(=C(C=3N=C(NC31)CN3CCOCC3)F)CC(C2)CN2CCC3(CN(C(O3)=O)C3=NC1=C(OCC(N1)=O)N=C3)CC2